1-(3-oxa-8-azabicyclo[3.2.1]oct-8-yl)-2-(4-(2-(2,6-dimethylpyridin-4-yl)-3-isopropyl-1H-indol-5-yl)piperidin-1-yl)ethan-1-one C12COCC(CC1)N2C(CN2CCC(CC2)C=2C=C1C(=C(NC1=CC2)C2=CC(=NC(=C2)C)C)C(C)C)=O